BrC=1C2=C(N=NC1)N(C=C2)C 4-bromo-7-methyl-7H-pyrrolo[2,3-c]pyridazine